tert-butyl ((R)-4-((S)-4-benzyl-2-oxooxazolidin-3-yl)-3-methyl-4-oxobutyl)carbamate C(C1=CC=CC=C1)[C@@H]1N(C(OC1)=O)C([C@@H](CCNC(OC(C)(C)C)=O)C)=O